2-[(4-{7-[(tert-butoxy)carbonyl]-2,7-diazaspiro[3.5]nonan-2-yl}pyrimidin-5-yl)oxy]-5-fluorobenzoic acid C(C)(C)(C)OC(=O)N1CCC2(CN(C2)C2=NC=NC=C2OC2=C(C(=O)O)C=C(C=C2)F)CC1